FC=1C=C(CNC(=O)C2CCN(CC2)C2=NC=C(C(=N2)C2=C(C=NN2C)C)F)C=C(C1)F N-(3,5-difluorobenzyl)-1-(4-(1,4-dimethyl-1H-pyrazol-5-yl)-5-fluoropyrimidin-2-yl)piperidine-4-carboxamide